1-(pyridin-3-yl)methanesulfonamide N1=CC(=CC=C1)CS(=O)(=O)N